FC1CCN2N=C(N=C21)S(=O)(=O)[C@H]2[C@@H](C2)F 7-fluoro-2-[(1R,2R)-2-fluorocyclopropyl]sulfonyl-6,7-dihydro-5H-pyrrolo[1,2-b][1,2,4]triazole